C1(=CC=CC=C1)OC(=O)C1=CC2=CN(N=C2C=C1OC)C12COC(C1)(C2)C.COC=2C(=CC1=CN(N=C1C2)C21COC(C2)(C1)C)C(=O)O 6-Methoxy-2-(1-methyl-2-oxabicyclo[2.1.1]hex-4-yl)-2H-indazole-5-carboxylic acid phenyl-6-methoxy-2-(1-methyl-2-oxabicyclo[2.1.1]hex-4-yl)-2H-indazole-5-carboxylate